C(#C)C1=CC(=C(C=C1)CNC(=O)[C@H]1N(C[C@@H](C1)O)C(=O)[C@H](C(C)(C)C)NC(OC(C)(C)C)=O)O tert-butyl N-[(1S)-1-[(2S,4R)-2-[(4-ethynyl-2-hydroxy-phenyl)methylcarbamoyl]-4-hydroxy-pyrrolidine-1-carbonyl]-2,2-dimethyl-propyl]carbamate